2,5-dioxo-1-pyrrolidinyl 11,12-didehydro-ε-oxodibenz[b,f]azocine-5(6H)-hexanoate O=C(CCCCC(=O)ON1C(CCC1=O)=O)N1C2=C(C#CC3=C(C1)C=CC=C3)C=CC=C2